ClC1=C(C=CC=C1)NC1=CC=C2C(=N1)NN=C2NC(C2=CC=C(C=C2)C2CCN(CC2)C)=O N-(6-((2-Chlorophenyl)amino)-1H-pyrazolo[3,4-b]pyridin-3-yl)-4-(1-methylpiperidin-4-yl)benzamid